α-D-glucopyranosyl-glycerol [C@H]1([C@H](O)[C@@H](O)[C@H](O)[C@H](O1)CO)C(O)C(O)CO